S1C=NC=2C=NC=C(C21)C=O (thiazolo[4,5-c]pyridin-7-yl)methanone